1-((2R,5S)-4-((S)-6-chloro-7-(1-cyclopropyl-4-fluoro-1H-indazol-7-yl)-2-(3-(dimethylamino)azetidin-1-yl)-8-fluoroquinazolin-4-yl)-2,5-dimethylpiperazin-1-yl)prop-2-en-1-one ClC=1C=C2C(=NC(=NC2=C(C1C=1C=CC(=C2C=NN(C12)C1CC1)F)F)N1CC(C1)N(C)C)N1C[C@H](N(C[C@@H]1C)C(C=C)=O)C